1-[[2,4-Bis(trifluoromethyl)phenyl]methyl]benzimidazole-2-thione FC(C1=C(C=CC(=C1)C(F)(F)F)CN1C(NC2=C1C=CC=C2)=S)(F)F